6-methoxy-N-[[4-[1-methyl-4-(trifluoromethyl)imidazol-2-yl]phenyl]methyl]-2-[2-(trifluoromethyl)phenyl]pteridin-4-amine COC=1N=C2C(=NC(=NC2=NC1)C1=C(C=CC=C1)C(F)(F)F)NCC1=CC=C(C=C1)C=1N(C=C(N1)C(F)(F)F)C